C(C)(=O)N1C[C@@H](CC1)N1C(C2=CC=CC(=C2C1=O)[N+](=O)[O-])=O (R)-2-(1-acetylpyrrolidin-3-yl)-4-nitroisoindoline-1,3-dione